5-(2,3-dimethyl-3H-imidazo[4,5-b]pyridin-5-yl)-N-(3,3-dimethylcyclobutyl)pyrrolo[2,1-f][1,2,4]triazin-2-amine CC1=NC=2C(=NC(=CC2)C=2C=CN3N=C(N=CC32)NC3CC(C3)(C)C)N1C